(S)-4-(morpholinomethyl)-N2-(piperidin-3-yl)-N6-(1H-pyrazol-3-yl)pyridine-2,6-diamine O1CCN(CC1)CC1=CC(=NC(=C1)NC1=NNC=C1)N[C@@H]1CNCCC1